1-(4-(3,4-dichlorophenyl)-5-(isopropylthio)thiazol-2-yl)-4-(4,6-dimethylpyrimidin-2-yl)-3-methyl-1H-pyrazole-5-carboxylic acid ClC=1C=C(C=CC1Cl)C=1N=C(SC1SC(C)C)N1N=C(C(=C1C(=O)O)C1=NC(=CC(=N1)C)C)C